NC=1C=C(C=NC1OC)C(=O)OC methyl 5-amino-6-methoxypyridine-3-carboxylate